(S)-2-(benzo[d][1,3]dioxol-5-ylmethyl)pyrrolidine O1COC2=C1C=CC(=C2)C[C@H]2NCCC2